ClC1=C(C=CC(=C1NC=1C(=C2C(N(C=NC2=CC1)C)=O)Cl)F)NS(=O)(=O)N1CC(C1)OC(F)F N-(2-chloro-3-((5-chloro-3-methyl-4-oxo-3,4-dihydroquinazolin-6-yl)amino)-4-fluorophenyl)-3-(difluoromethoxy)azetidine-1-sulfonamide